2-(2-(benzo[d]oxazol-2-ylamino)benzo[d]oxazol-5-yl)-N-(2-(2-hydroxyethoxy)ethyl)acetamide O1C(=NC2=C1C=CC=C2)NC=2OC1=C(N2)C=C(C=C1)CC(=O)NCCOCCO